N1N=NC=2N=C(N=CC21)C=2C=CC(=C(C(=O)NC1=CC=C(C=C1)C1CCCC1)C2)F 5-(1H-[1,2,3]Triazolo[4,5-d]pyrimidin-5-yl)-N-(4-cyclopentylphenyl)-2-fluorobenzamide